(R)-1'-(6-((2-amino-3-chloropyridin-4-yl)thio)pyrido[2,3-b]pyrazin-2-yl)-4-methyl-1,3-dihydrospiro[indene-2,4'-piperidin]-1-amine NC1=NC=CC(=C1Cl)SC=1C=CC=2C(=NC=C(N2)N2CCC3(CC2)[C@H](C2=CC=CC(=C2C3)C)N)N1